FC1=CC=C(C=C1)NC(=O)C1(CC1)C(=O)NC1=CC=C(C=C1)OC1=CC=NC2=CC(=C(C=C12)OC)OC Cyclopropane-1,1-dicarboxylic acid [4-(6,7-dimethoxy-quinoline-4-yloxy)-phenyl]-amide (4-fluoro-phenyl)-amide